ClC1=C(C(=CC=C1Cl)OC)[C@H]1C[C@H](N(CC1)C(=O)OC(C)(C)C)C=O tert-butyl (2S,4R)-4-(2,3-dichloro-6-methoxyphenyl)-2-formylpiperidine-1-carboxylate